N-(4-(1H-imidazol-1-yl)phenyl)-5-ethyl-4-phenyl-[2,4'-bithiazole]-2'-amine N1(C=NC=C1)C1=CC=C(C=C1)NC=1SC=C(N1)C=1SC(=C(N1)C1=CC=CC=C1)CC